(2,2-dimethyloxetan-4-yl)-6-methyl-4-[(1-methylcyclopropyl)amino]furo[2,3-d]pyrimidine-5-carboxamide CC1(OC(C1)C=1N=C(C2=C(N1)OC(=C2C(=O)N)C)NC2(CC2)C)C